FC=1C=C(C=NC1C1CCNCC1)NC1C(NC(CC1)=O)=O 3-[[5-fluoro-6-(4-piperidinyl)-3-pyridinyl]amino]piperidine-2,6-dione